N-(5-methoxy-2-(5-methyl-1,4-diazepan-1-yl)pyrimidin-4-yl)-1H-indazol-5-amine COC=1C(=NC(=NC1)N1CCNC(CC1)C)NC=1C=C2C=NNC2=CC1